FC1(CN(CCC1)CC#CC1=CC(=C(OCCCN2CSC=C2C(=O)O)C=C1)F)F 3-{4-[3-(3,3-difluoropiperidin-1-yl)prop-1-yn-1-yl]-2-fluorophenoxylpropyl}-1,3-thiazole-4-carboxylic acid